C(C)(=O)N1CC=2N(CC1)C(=NC2C=2C=CC=C1C=C(N=CC21)C=2C=CC(=NC2)C(=O)OC)CC Methyl 5-(8-(7-acetyl-3-ethyl-5,6,7,8-tetrahydroimidazo[1,5-a]pyrazin-1-yl)isoquinolin-3-yl)picolinate